(S)-di-tert-butyl (4-hydroxy-2-((triisopropylsilyl)oxy)butane-1,3-diyl)dicarbamate OCC([C@H](CNC(OC(C)(C)C)=O)O[Si](C(C)C)(C(C)C)C(C)C)NC(OC(C)(C)C)=O